5-[1-(2-Fluoro-6-methyl-phenyl)-piperidin-4-yl]-6-oxo-7-(2-trifluoromethyl-benzyl)-4,5,6,7-tetrahydro-pyrazolo[3,4-d]pyrimidine-2-carboxylic acid isobutyl-methyl-amide C(C(C)C)N(C(=O)N1N=C2N(C(N(CC2=C1)C1CCN(CC1)C1=C(C=CC=C1C)F)=O)CC1=C(C=CC=C1)C(F)(F)F)C